FC1=C(C(=CC(=C1)C(NC)=O)F)C=1N=C2N(C=CC(=C2)C)C1COC(=O)N1CCOCC1 ((2-(2,6-difluoro-4-(methylcarbamoyl)phenyl)-7-methylimidazo[1,2-a]pyridin-3-yl)methyl)morpholine-4-carboxylate